FC1=C(OC2=NC=CC=C2C2=NC(=NC=C2)N[C@@H]2CN(CCC2)C(=O)OC(C)(C)C)C=CC(=C1F)NC(=O)[C@H]1CC12CC2 tert-butyl (3S)-3-[[4-[2-[2,3-difluoro-4-[[(2S)-spiro[2.2]pentane-2-carbonyl]amino]phenoxy]-3-pyridyl]pyrimidin-2-yl]amino]piperidine-1-carboxylate